2-(4-chloro-5-fluoro-2-((2-((4-fluoro-2-methoxy-5-nitrophenyl)amino)pyrimidin-4-yl)amino)phenyl)propan-2-ol ClC1=CC(=C(C=C1F)C(C)(C)O)NC1=NC(=NC=C1)NC1=C(C=C(C(=C1)[N+](=O)[O-])F)OC